FC1=C(C=C(CN2C(C(=CC(=C2)C(=O)N[C@H]2[C@@H](C2)CO)C(=O)NC)=O)C=C1)C 1-(4-fluoro-3-methylbenzyl)-N5-((1R,2R)-2-(hydroxymethyl)cyclopropyl)-N3-methyl-2-oxo-1,2-dihydropyridine-3,5-dicarboxamide